The molecule is a 3-O-(geranylgeranyl)glycerol 1-phosphate. It is a conjugate acid of a sn-3-O-(geranylgeranyl)glycerol 1-phosphate(2-). It is an enantiomer of a sn-1-O-(geranylgeranyl)glycerol 3-phosphate. CC(=CCC/C(=C/CC/C(=C/CC/C(=C/COC[C@@H](COP(=O)(O)O)O)/C)/C)/C)C